N-(6-(2,6-dichloro-3-(5-chloro-2-methoxypyridine-3-sulfonylamino)phenyl)quinazolin-2-yl)pivaloamide ClC1=C(C(=CC=C1NS(=O)(=O)C=1C(=NC=C(C1)Cl)OC)Cl)C=1C=C2C=NC(=NC2=CC1)NC(C(C)(C)C)=O